2-cyclopropylcyclobutanone C1(CC1)C1C(CC1)=O